2-(((1r,3r)-3-(((2-bromo-5-(trifluoromethyl)pyrazolo[1,5-a]pyrimidin-7-yl)amino)methyl)-3-phenylcyclobutyl)amino)ethan-1-ol BrC1=NN2C(N=C(C=C2NCC2(CC(C2)NCCO)C2=CC=CC=C2)C(F)(F)F)=C1